N-((R)-1-(3-(difluoromethyl)-2-fluorophenyl)ethyl)-1-((1r,3R)-3-fluorocyclobutyl)-4-(((1R,5S,6s)-3-methyl-3-azabicyclo[3.1.0]hexan-6-yl)amino)-6-oxo-1,6-dihydropyridine-3-carboxamide FC(C=1C(=C(C=CC1)[C@@H](C)NC(=O)C1=CN(C(C=C1NC1[C@@H]2CN(C[C@H]12)C)=O)C1CC(C1)F)F)F